N1=CC=CC2=CC=CC=C12.N1=CC=CC2=CC=CC=C12.[Cu] copper bisquinoline